N-(5-(2,6-difluoro-4-(pyrrolidin-1-ylmethyl)phenyl)-1H-pyrazolo[3,4-c]pyridin-3-yl)-4-(4-methylpiperazin-1-yl)benzamide FC1=C(C(=CC(=C1)CN1CCCC1)F)C=1C=C2C(=CN1)NN=C2NC(C2=CC=C(C=C2)N2CCN(CC2)C)=O